N-(5,6-difluoro-1H-indol-3-yl)-4-[2-(piperidin-1-yl)ethoxy]benzamide FC=1C=C2C(=CNC2=CC1F)NC(C1=CC=C(C=C1)OCCN1CCCCC1)=O